4-methyl-2-(2-nitrophenoxy)-1-tert-pentylbenzene CC1=CC(=C(C=C1)C(C)(C)CC)OC1=C(C=CC=C1)[N+](=O)[O-]